CC(C)C1=C(C(=CC(=C1)C1=CC=CC=2CCCCC12)C(C)C)CC(=O)NS(=O)(=O)C1=CC=C(C=C1)CN(C)C 2-[2,6-bis(propan-2-yl)-4-(5,6,7,8-tetrahydronaphthalen-1-yl)phenyl]-N-{4-[(dimethylamino)methyl]benzene-sulfonyl}acetamide